OC(C(=O)OCC)CC(=C)C1=CC=CC=C1 ethyl α-hydroxy-4-phenyl-4-pentenoate